[C@H]12N(C[C@H](NC1)C2)C=2C=CC(=C(C(=O)N[C@H](C)C1=CC(=CC(=C1)C=1C=NN(C1)C)OC)C2)C 5-[(1R,4R)-2,5-diazabicyclo[2.2.1]heptan-2-yl]-N-[(1R)-1-[3-methoxy-5-(1-methylpyrazol-4-yl)phenyl]ethyl]-2-methyl-benzamide